COCC(COC)NC(CC1CCN(CC1)C1=CC(=C2C(=N1)C(=CS2)C(=O)NC)C(F)(F)F)=O 5-(4-(2-((1,3-dimethoxyprop-2-yl)amino)-2-oxoethyl)piperidin-1-yl)-N-methyl-7-(trifluoromethyl)thieno[3,2-b]pyridine-3-carboxamide